FC1=CC(=NC=C1)NCCCCC(=O)NCC(=O)NCCC(=O)O 3-(2-(5-((4-fluoropyridin-2-yl)amino)pentanoylamino)acetamido)propanoic acid